C(#C)C1=CC(=C(C=C1)C1=NN=C(C=2CCCCC12)NC1CC(C1)(O)C)C (cis)-3-((4-(4-ethynyl-2-methylphenyl)-5,6,7,8-tetrahydrophthalazin-1-yl)amino)-1-methylcyclobutane-1-ol